C(C)C1=C(C=CC(=C1)CN1CC2(C1)CS(CC2)=O)C2=CC=C(C=C2)C(C(F)(F)F)(C(F)(F)F)O 2-((2-ethyl-4'-(1,1,1,3,3,3-hexafluoro-2-hydroxypropan-2-yl)-[1,1'-biphenyl]-4-yl)methyl)-6-thia-2-azaspiro[3.4]octane 6-oxide